3-Bromo-5-chloro-pyridine BrC=1C=NC=C(C1)Cl